(S)-1'-(8-((2-amino-3-chloropyridin-4-yl)thio)-7-methylimidazo[1,2-c]pyrimidin-5-yl)-5,6-difluoro-1,3-dihydrospiro[inden-2,4'-piperidin]-1-amine NC1=NC=CC(=C1Cl)SC=1C=2N(C(=NC1C)N1CCC3(CC1)[C@@H](C1=CC(=C(C=C1C3)F)F)N)C=CN2